1,1-Dimethyl-3,3a,4,5,6,7-hexahydro-1H-isochromeno[5,4-cd]azepin CC1(OCC2C3=C(CNCC2)C=CC=C13)C